2-cyanomethylpiperazine-1-carboxylic acid benzyl ester hydrochloride Cl.C(C1=CC=CC=C1)OC(=O)N1C(CNCC1)CC#N